Methyl 4-(4-fluoro-5-hydroxy-6-methoxybenzo[b]thiophen-2-yl)-2,2-dimethyl-4-oxobutanoate FC1=C(C(=CC=2SC(=CC21)C(CC(C(=O)OC)(C)C)=O)OC)O